NCC(C(CO)O)O 1-Amino-2,3,4-butanetriol